FC(C1=CC=C(C=N1)C=1C=C(C(N(N1)C=1C=NC=CC1)=O)C(=O)N[C@H]1COC[C@H]1C)F 6-[6-(difluoromethyl)pyridin-3-yl]-N-[(3R,4S)-4-methyltetrahydrofuran-3-yl]-3-oxo-2-(pyridin-3-yl)-2,3-dihydropyridazine-4-carboxamide